C(C)(C)(C)OC(=O)NCCC(CCOC=1C=C(C=CC1)CC(=O)O)(C)C (3-((5-((tert-Butoxycarbonyl)amino)-3,3-dimethylpentyl)oxy)phenyl)acetic acid